2-[2-[[5-(trifluoromethyl)-2-pyridyl]sulfanyl]ethyl]propanedinitrile FC(C=1C=CC(=NC1)SCCC(C#N)C#N)(F)F